3-amino-4-((2,3-difluorophenyl)amino)butan-1-ol hydrochloride Cl.NC(CCO)CNC1=C(C(=CC=C1)F)F